(2S)-2-methyl-4-(5-{[2-methyl-6-(trifluoromethyl)phenyl]methoxy}pyrimidin-2-yl)piperazine-1-carboxamide C[C@@H]1N(CCN(C1)C1=NC=C(C=N1)OCC1=C(C=CC=C1C(F)(F)F)C)C(=O)N